7-chloro-3-(hydroxymethyl)-1-(2-phenoxyethyl)quinolin-2(1H)-one ClC1=CC=C2C=C(C(N(C2=C1)CCOC1=CC=CC=C1)=O)CO